C(CCCCCCCCCCCCCCCCCCCCCCCCC)(=O)OCCCCCCCCCCCCCCCCCCCCCCCCCC Hexacosanyl n-hexacosanoate